3-(4-(2-((1-(2-ethoxyethyl)-3-methyl-1H-pyrazol-4-yl)amino)oxazol-5-yl)phenyl)oxazolidin-2-one C(C)OCCN1N=C(C(=C1)NC=1OC(=CN1)C1=CC=C(C=C1)N1C(OCC1)=O)C